C(C1=CC=CC=C1)N1CCC(CC1)N(C1=C(N=C(S1)S(=O)(=O)NC1=NC(=CC=C1)F)C)C 5-((1-benzylpiperidin-4-yl)(methyl)amino)-N-(6-fluoropyridin-2-yl)-4-methylthiazole-2-sulfonamide